CC1(C=CC=C1)[Pt]C (methylcyclopentadienyl)(methyl)platinum